4-{2-[(2S)-2-(2-isopropoxyphenyl)pyrrolidin-1-yl]-7-azaspiro[3.5]nonan-7-yl}benzoic acid C(C)(C)OC1=C(C=CC=C1)[C@H]1N(CCC1)C1CC2(C1)CCN(CC2)C2=CC=C(C(=O)O)C=C2